N[C@@H](CC1=C(C=C(OCB(O)O)C=C1)F)C(=O)OC 4-[(2S)-2-amino-3-methoxy-3-oxopropyl]-3-fluorophenoxymethylboronic acid